OCCC(O)CCCCCC 2-(2'-hydroxyethyl)oxaoctane